N=1C(=CN2C1C=CC=C2)C=2OC1=C(C=C(C=C1C(C2)=O)C)C(C)NC2=C(C(=O)O)C=CC=C2 2-[1-(2-Imidazo[1,2-a]pyridin-2-yl-6-methyl-4-oxo-chromen-8-yl)ethylamino]benzoic acid